(2S,3R,4R)-1-acetyl-2-cyclopropyl-4-((2-(methoxymethyl)phenyl)amino)-3-methyl-1,2,3,4-tetrahydroquinoline-6-carbonitrile C(C)(=O)N1[C@H]([C@@H]([C@H](C2=CC(=CC=C12)C#N)NC1=C(C=CC=C1)COC)C)C1CC1